C1(=CCCCC1)C1=CN=C(S1)NC(C=CNC1=NC=CC2=CC=C(C=C12)C1=NOC(=N1)C)=O N-[5-(cyclohexen-1-yl)thiazol-2-yl]-3-[[7-(5-methyl-1,2,4-oxadiazol-3-yl)-1-isoquinolyl]amino]propenamide